Cl.N1CCC(CC1)OC1=NC(=CC=C1)C(F)(F)F 2-(piperidin-4-yloxy)-6-(trifluoromethyl)pyridine hydrochloride